C(C)(=O)[C@@H]1C([C@@H](C1)CC(=O)ON=CC=1SC=CC1)(C)C thiophene-2-carboxaldehyde O-(2-((1S,3S)-3-acetyl-2,2-dimethylcyclobutyl)acetyl) oxime